C(=O)O.N1(N=CC2=CC=CC=C12)C=1C(=NC=CC1)[C@H](CC1=NC(=CC=C1F)S(=O)(=O)C)N (S)-1-[3-(1H-indazole-1-yl)pyridine-2-yl]-2-(3-fluoro-6-methyl-sulfonylpyridine-2-yl)-ethan-1-amine formate